9-hydroxy-5-methyl-12-phenyl-4-thia-2,12-diazatricyclo[7.3.0.03,7]dodeca-1,3(7),5-trien-8-one OC12C(C=3C=C(SC3N=C2N(CC1)C1=CC=CC=C1)C)=O